N[C@H]1[C@@H]2N(C[C@H]1CC2)C(=O)C2=CC1=C(N(C(=N1)C=1N(C3=CC(=CC=C3C1)C=1C=NC(=NC1)C(=O)N)CC1CC1)C)C(=C2)OC 5-(2-{5-[(1R,4R,7R)-7-amino-2-azabicyclo[2.2.1]heptane-2-carbonyl]-7-methoxy-1-methyl-1H-1,3-benzodiazol-2-yl}-1-(cyclopropylmethyl)-1H-indol-6-yl)pyrimidine-2-carboxamide